7-hydroxy-2-azaspiro[3.5]nonane-2-carboxylate OC1CCC2(CN(C2)C(=O)[O-])CC1